4-(1-cyclopropyl-2-oxo-5-phenyl-1,2-dihydropyridin-4-yl)-2-(2,4-difluorophenyl)-6-methyl-1-tosyl-1,6-dihydro-7H-pyrrolo[2,3-c]pyridin-7-one C1(CC1)N1C(C=C(C(=C1)C1=CC=CC=C1)C=1C2=C(C(N(C1)C)=O)N(C(=C2)C2=C(C=C(C=C2)F)F)S(=O)(=O)C2=CC=C(C)C=C2)=O